C(C1=CC=CC=C1)C1=C(N=C(S1)NC(OC(C)(C)C)=O)C1=CC(=C(C=C1)F)Cl tert-butyl (5-benzyl-4-(3-chloro-4-fluorophenyl)thiazol-2-yl)carbamate